[Si](C)(C)(C(C)(C)C)OCC1=C(C=C(C(=C1)F)B1OC(C(O1)(C)C)(C)C)NC(=O)C=1C=NN2C1C=CC(=C2)F N-[2-[[tert-butyl(dimethyl)silyl]oxymethyl]-4-fluoro-5-(4,4,5,5-tetramethyl-1,3,2-dioxaborolan-2-yl)phenyl]-6-fluoropyrazolo[1,5-a]pyridine-3-carboxamide